bromo-5''-methoxydispiro[[1,3]dioxolane-2,1'-cyclohexane-4',1''-indene] BrC=1C2(C3=CC=C(C=C3C1)OC)CCC1(CC2)OCCO1